4,4-difluoro-cyclohexane-1-carbaldehyde FC1(CCC(CC1)C=O)F